1-(1-(3-bromo-2-fluorophenyl)-3-methyl-1H-pyrazol-5-yl)-N-methylmethanamine BrC=1C(=C(C=CC1)N1N=C(C=C1CNC)C)F